FC=1C=NC(=NC1)C(CC)N(C=1NC(C2=C(N1)N(N=C2C#N)C(C)C2CCOCC2)=O)C 6-[1-(5-fluoropyrimidin-2-yl)propyl-methyl-amino]-4-oxo-1-(1-tetrahydropyran-4-ylethyl)-5H-pyrazolo[3,4-d]pyrimidine-3-carbonitrile